methyl N-[4-methyl-5-({4-[(2S)-2-({8-[3-(trifluoromethyl)-1H-pyrazol-4-yl]quinazolin-4-yl} amino)propyl]piperazin-1-yl} sulfonyl)-1,3-thiazol-2-yl]carbamate CC=1N=C(SC1S(=O)(=O)N1CCN(CC1)C[C@H](C)NC1=NC=NC2=C(C=CC=C12)C=1C(=NNC1)C(F)(F)F)NC(OC)=O